3-tert-butyl-5-chloro-N-(4-chloro-3-trifluoromethyl-phenyl)-2-hydroxy-6-methyl-benzamide C(C)(C)(C)C=1C(=C(C(=O)NC2=CC(=C(C=C2)Cl)C(F)(F)F)C(=C(C1)Cl)C)O